ClC1=NC=C(C(=C1)C1=C(C=NC(=C1)C)C(=O)NC=1SC=2N=C(N=CC2N1)N1CC2(COC2)C1)OC 2'-chloro-5'-methoxy-6-methyl-N-(5-{2-oxa-6-azaspiro[3.3]heptan-6-yl}-[1,3]thiazolo[5,4-d]pyrimidin-2-yl)-[4,4'-bipyridine]-3-carboxamide